C(C)(C)(C)OC(=O)N[C@H]([C@@H](O)C(=O)OC(C)OCC)C1=CC=CC=C1 (2R,3S)-N-t-butoxycarbonyl-O-(1-ethoxyethyl)-3-phenylisoserine